ClC1=C(C=CC=C1C1C(NC(CC1)=O)=O)C1=CC=C(C=C1)N1C(CC12CCC2)=O 3-(2-chloro-4'-(2-oxo-1-azaspiro[3.3]-heptan-1-yl)-[1,1'-biphenyl]-3-yl)piperidine-2,6-dione